4-(3-(benzyloxy)propanoyl)-6,7-difluoro-3,4-dihydroquinoxalin-2(1H)-one C(C1=CC=CC=C1)OCCC(=O)N1CC(NC2=CC(=C(C=C12)F)F)=O